tert-butyl (S)-4-(2-((4-(1-acetyl-2-methyl-1,2,3,4-tetrahydroquinolin-6-yl)benzyl)carbamoyl)-6-(2-aminopyrimidin-5-yl)imidazo[1,2-a]pyrazin-8-yl)piperazine-1-carboxylate C(C)(=O)N1[C@H](CCC2=CC(=CC=C12)C1=CC=C(CNC(=O)C=2N=C3N(C=C(N=C3N3CCN(CC3)C(=O)OC(C)(C)C)C=3C=NC(=NC3)N)C2)C=C1)C